Methyl 4-(3-methoxy-3-oxopropyl)-5-methyl-1-[2-(trimethylsilyl)ethoxylmethyl]-1H-pyrazole-3-carboxylate COC(CCC=1C(=NN(C1C)COCC[Si](C)(C)C)C(=O)OC)=O